CC1(C(C(C1=O)(CCC)C)=O)CCC 2,4-dimethyl-2,4-di-n-propylcyclobutane-1,3-dione